9-(1-((6-chloro-2-(2-(methyl-d3)-2H-tetrazol-5-yl)pyridin-3-yl)amino)ethyl)-4,7-dimethyl-3-(piperidin-4-yl)imidazo[1,5-a]quinazolin-5(4H)-one ClC1=CC=C(C(=N1)C=1N=NN(N1)C([2H])([2H])[2H])NC(C)C=1C=C(C=C2C(N(C=3N(C12)C=NC3C3CCNCC3)C)=O)C